5-(2,6-dichloro-4-aminophenoxy)-1-Phenylpyridin-2(1H)-one ClC1=C(OC=2C=CC(N(C2)C2=CC=CC=C2)=O)C(=CC(=C1)N)Cl